N-[3-(dimethylamino)]propylacrylamide lithium [Li].CN(CCCNC(C=C)=O)C